C(C)OC1=CC=C(C=C1)C1=NC=CC(=N1)C(=O)NCCC=1C(=NC=C(C1)OC)F 2-(4-ethoxyphenyl)-N-(2-(2-fluoro-5-methoxypyridin-3-yl)ethyl)pyrimidine-4-carboxamide